dipalladium tridibenzylideneacetone C(C1=CC=CC=C1)=CC(=O)C=CC1=CC=CC=C1.C(C1=CC=CC=C1)=CC(=O)C=CC1=CC=CC=C1.C(C1=CC=CC=C1)=CC(=O)C=CC1=CC=CC=C1.[Pd].[Pd]